4-(trifluoromethyl)-3-pyrrolidinecarboxamide FC(C1C(CNC1)C(=O)N)(F)F